N'-benzyl-N'-[[5-(trifluoromethyl)-2-pyridyl]methyl]oxamide C(C1=CC=CC=C1)N(C(C(N)=O)=O)CC1=NC=C(C=C1)C(F)(F)F